N-[(1S)-1-(5-chloro-2-hydroxy-4-methylphenyl)ethyl]azetidine-3-carboxamide ClC=1C(=CC(=C(C1)[C@H](C)NC(=O)C1CNC1)O)C